ClC=1C=NC=C(C1[C@@H](C)O)Cl (R)-1-(3,5-dichloropyridin-4-yl)ethan-1-ol